N2-[7-(3-chloropropoxy)-1,3-benzodioxol-5-yl]-N4,6-dimethyl-pyridine-2,4-diamine ClCCCOC1=CC(=CC2=C1OCO2)NC2=NC(=CC(=C2)NC)C